CC(=O)N[C@@H]1[C@H]([C@@H]([C@H](O[C@H]1O[C@H]2[C@H]([C@H](O[C@H]([C@@H]2O)O[C@H]3[C@@H]([C@H](OC([C@@H]3NC(=O)C)O)CO)O)CO)O)CO)O)O The molecule is an amino trisaccharide consisting of 2-acetamido-2-deoxy-beta-D-glucopyranose, beta-D-galactopyranose and 2-acetamido-2-deoxy-D-glucopyranose residues joined in sequence by (1->3) glycosidic bonds. It is a member of acetamides, an amino trisaccharide and a glucosamine oligosaccharide.